1-[4-(4-benzoylphenylmercapto)phenyl]-2-methyl-2-(4-methylphenylsulfinyl)propan-1-one C(C1=CC=CC=C1)(=O)C1=CC=C(C=C1)SC1=CC=C(C=C1)C(C(C)(S(=O)C1=CC=C(C=C1)C)C)=O